(4S,5R)-5-[[tert-butyl-(dimethyl)silyl]oxymethyl]-5-ethynyl-4-(methoxymethoxy)tetrahydrofuran-2-one C(C)(C)(C)[Si](OC[C@@]1([C@H](CC(O1)=O)OCOC)C#C)(C)C